genistein diethylamine salt C(C)NCC.O1C=C(C(=O)C=2C(O)=CC(O)=CC12)C1=CC=C(O)C=C1